NC1=NC(=NC=C1F)O 4-amino-5-fluoropyrimidin-2-ol